CN(C(O[C@H](C(=O)NC=1C(N(C(=CC1)CC(C)C)CC1=NC2=C(C(=NC=C2F)CC(C)C)N1)=O)CC\C=C\C(=O)N(C)C)=O)C (S,E)-7-(dimethylamino)-1-((1-((7-fluoro-4-isobutyl-3H-imidazo[4,5-c]pyridin-2-yl)methyl)-6-isobutyl-2-oxo-1,2-dihydropyridin-3-yl)amino)-1,7-dioxohept-5-en-2-yl dimethylcarbamate